FC1=C(C[C@H](N)C(=O)O)C=CC(=C1)O 2-Fluoro-L-tyrosine